BrC1=CC(=C(C(=C1)F)[C@H]1N([C@@H](CC=2C=C3C(=CC12)OCO3)C)CC(F)(F)F)F (5S,7R)-5-(4-bromo-2,6-difluorophenyl)-7-methyl-6-(2,2,2-trifluoroethyl)-5,6,7,8-tetrahydro-[1,3]dioxolo[4,5-g]isoquinoline